N[C@H]1C2N(CC1CC2)C(=O)C=2C=C(C1=C(SC(=C1C)C=1N(C3=CC(=CC=C3C1)N1CCC(CC1)N)CC1CC1)C2)OC ((7R)-7-Amino-2-azabicyclo[2.2.1]heptan-2-yl)(2-(6-(4-aminopiperidin-1-yl)-1-(cyclopropylmethyl)-1H-indol-2-yl)-4-methoxy-3-methylbenzo[b]thiophen-6-yl)methanone